[CH-]1C=CC=C1.[C-]1(C=CC=C1)C(C(=O)O)CCC.[Fe+2] 1'-ferrocenylvaleric acid